tert-Butyl 4-(2-((2-(3-((3-(3-cyanophenyl)-6-oxopyridazin-1(6H)-yl)methyl)phenyl)pyrimidine-5-yl)oxy)ethyl)piperazine-1-carboxylate C(#N)C=1C=C(C=CC1)C1=NN(C(C=C1)=O)CC=1C=C(C=CC1)C1=NC=C(C=N1)OCCN1CCN(CC1)C(=O)OC(C)(C)C